CC1=C2C=NN(C2=CC=C1C1=NC=CC2=CN=C(C=C12)NC1=CC=C(C=C1)S(=O)(=O)C)CC(=O)O 2-(4-methyl-5-(7-((4-(methylsulfonyl)phenyl)amino)-2,6-naphthyridin-1-yl)-1H-indazol-1-yl)acetic acid